6,7-dimethyl-7H-pyrrolo[2,3-d]pyrimidine-4-carboxylic acid CC1=CC2=C(N=CN=C2C(=O)O)N1C